6-(4-(3-(4-chloro-3-fluorophenyl)-1-(cyclopropylmethyl)-1H-pyrrolo[2,3-b]pyridine-6-carbonyl)-3,3-dimethylpiperazin-1-yl)-2,4-dimethylnicotinic acid ClC1=C(C=C(C=C1)C1=CN(C2=NC(=CC=C21)C(=O)N2C(CN(CC2)C2=NC(=C(C(=O)O)C(=C2)C)C)(C)C)CC2CC2)F